C1N(CC2=CC=CC=C12)CC1=CC(C(=CO1)OCCC1CCN(CC1)C(=O)OC(C)(C)C)=O tert-Butyl 4-(2-((6-(isoindolin-2-ylmethyl)-4-oxo-4H-pyran-3-yl)oxy)ethyl)-piperidine-1-carboxylate